OC1=C(C=C(C=C1)C1(C=C2C=C3C=CC=CC3=C2C=C1)C1=CC(=C(C=C1)O)C)C 2,2-bis(4-hydroxy-3-methylphenyl)fluorene